3-bromo-5-(trifluoromethyl)pyridine Zirconium(IV) [Zr+4].BrC=1C=NC=C(C1)C(F)(F)F